COC=1C(=C2C=CNC2=C(C1)C)CN1C(CC2(CCCCO2)CC1)C1=CC=C(C(=O)O)C=C1 4-(9-((5-methoxy-7-methyl-1H-indol-4-yl)methyl)-1-oxa-9-azaspiro[5.5]undecan-8-yl)benzoic acid